N-(benzo[b]thiophen-3-ylmethyl)-4-(2-(4-(trifluoromethyl)phenyl)-2H-pyrazolo[3,4-d]pyrimidin-4-yl)piperazine-2-carboxamide S1C2=C(C(=C1)CNC(=O)C1NCCN(C1)C=1C=3C(N=CN1)=NN(C3)C3=CC=C(C=C3)C(F)(F)F)C=CC=C2